1,3-bis(pyridin-4-ylmethyl)urea N1=CC=C(C=C1)CNC(=O)NCC1=CC=NC=C1